C(C)(C)(C)OC(=O)N1C[C@H](CC1)OC1=CC=C(C=C1)C=1C=C2C(N(CC2=C(C1)F)C(C(NC=1SC=CN1)=O)C1=C2N(C=N1)CCC2)=O (3S)-3-(4-(2-(1-(6,7-dihydro-5H-pyrrolo[1,2-c]imidazol-1-yl)-2-oxo-2-(thiazol-2-ylamino)ethyl)-7-fluoro-3-oxoisoindol-5-yl)phenoxy)pyrrolidine-1-carboxylic acid tert-butyl ester